CC1(C(C(C1)C1=C(C=CC=C1)NC(C)=O)C1=CC2=C(C=C1)OCO2)C N-(2-(3,3-dimethyl-2-(3,4-methylenedioxyphenyl)cyclobut-1-yl)phenyl)acetamide